bis-phenothiazinyl zinc C1(=CC=CC=2SC3=CC=CC=C3NC12)[Zn]C1=CC=CC=2SC3=CC=CC=C3NC12